ClC=1C=NN(C1C1=NN2C(N(C(CC2)=O)CC2=CC(=C(C=C2)C2=NN(C=C2OC)C)Cl)=C1)C(C)C 2-(4-chloro-1-isopropyl-1H-pyrazol-5-yl)-4-(3-chloro-4-(4-methoxy-1-methyl-1H-pyrazol-3-yl)benzyl)-6,7-dihydropyrazolo[1,5-a]pyrimidin-5(4H)-one